O[C@]12[C@@H]3CC[C@@H]4C[C@H](CC[C@@]4([C@H]3CC[C@@]2([C@H](CC1)C=1COC(C1)=O)C)C)N(C(OCCO)=O)C 2-hydroxyethyl ((3S,5R,8R,9S,10S,13R,14S,17R)-14-hydroxy-10,13-dimethyl-17-(5-oxo-2,5-dihydrofuran-3-yl)hexadecahydro-1H-cyclopenta[a]phenanthren-3-yl)(methyl)carbamate